C(C1=CC=CC=C1)C=1NC(=NN1)C(=O)N[C@H]1C(N(C=2C=CC=C3C(=CN(C23)C1)C1=CC(=NN1C)C(F)(F)F)C)=O |r| (±)-5-benzyl-N-(1-methyl-7-(1-methyl-3-(trifluoromethyl)-1H-pyrazol-5-yl)-2-oxo-1,2,3,4-tetrahydro-[1,4]diazepino[3,2,1-hi]indol-3-yl)-4H-1,2,4-triazole-3-carboxamide